3-(trifluoromethyl)-3-(4-(3-(4-(3-(trifluoromethyl)-3H-diazirin-3-yl)phenoxy)propyl)phenyl)-3H-diazirine FC(C1(N=N1)C1=CC=C(C=C1)CCCOC1=CC=C(C=C1)C1(N=N1)C(F)(F)F)(F)F